N1N=CC=C1C1=CC=NC2=C(C=CC=C12)NC(C1=CC=C(C=C1)OC(C)C)=O N-(4-(1H-pyrazol-5-yl)quinolin-8-yl)-4-isopropoxybenzamide